2-chloro-4-[(3-methoxypropyl)amino]pyrimidin-5-carboxamide ClC1=NC=C(C(=N1)NCCCOC)C(=O)N